1-methylindazole-7-carboxylic Acid CN1N=CC2=CC=CC(=C12)C(=O)O